[Si](C)(C)(C(C)(C)C)C([C@@H]1[C@H]([C@H]([C@@H](O1)N1C=NC=2C(N)=NC=NC12)O)O)O 5'-t-butyldimethylsilyladenosine